C(C)(C)(C)C1=NN=C(O1)OC1=C(C=CC=C1)/C(/C(=O)OC)=C\OC methyl (E)-2-[2-[(5-tert-butyl-1,3,4-oxadiazol-2-yl)oxy]phenyl]-3-methoxy-prop-2-enoate